5-(cyclopropylmethoxy)-4-(2,4-dichlorophenyl)pyridine-2-carboxylic acid C1(CC1)COC=1C(=CC(=NC1)C(=O)O)C1=C(C=C(C=C1)Cl)Cl